methyl (R)-6-chloro-3-((1-(2-(5-fluoropyridin-2-yl)-3,6-dimethyl-4-oxo-3,4-dihydroquinazolin-8-yl)ethyl)amino)pyridinecarboxylate ClC1=CC=C(C(=N1)C(=O)OC)N[C@H](C)C=1C=C(C=C2C(N(C(=NC12)C1=NC=C(C=C1)F)C)=O)C